lead-antimony-strontium [Sr].[Sb].[Pb]